2-(DIFLUOROMETHOXY)NAPHTHALENE-3-BORONIC ACID FC(OC1=CC2=CC=CC=C2C=C1B(O)O)F